IC1=CC=C(C=C1)C1(CCN(CC1)C1=C(C=NC2=CC=CC=C12)C(=O)N1CCN(CC1)S(=O)(=O)C)C#N 4-(4-iodophenyl)-1-(3-(4-(methylsulfonyl)piperazine-1-carbonyl)quinolin-4-yl)piperidine-4-carbonitrile